[O-]CC.[O-]CC.[O-]CC.[Eu+3] europium (III) triethoxide